5-(propan-2-yl)pyrazin-2-ol CC(C)C=1N=CC(=NC1)O